C(C)(=O)[O-].C(CCCCCCCC)[NH+]1CCCCC1 N-Nonylpiperidinium acetat